bis[4-(dimethylsilyl) phenyl] ethylene hexanecarboxylate C(CCCCC)C(=O)O.C[SiH](C1=CC=C(C=C1)C=CC1=CC=C(C=C1)[SiH](C)C)C